CC1=NC(=CC(=C1)C=1C(=NN2C1N=C(C=C2)N2CCC1(CC(NC1)=O)CC2)C=2C=C(C#N)C=CC2)C 3-[3-(2,6-dimethyl-4-pyridyl)-5-(3-oxo-2,8-diazaspiro[4.5]decan-8-yl)pyrazolo[1,5-a]pyrimidin-2-yl]benzonitrile